molybdenum-rhenium ammonium salt [NH4+].[Re+4].[Mo+4]